C(C)OC(=O)C1CNC2=C(O1)C=CC=C2 Ethylbenzomorpholine-2-carboxylate